CN1N=C(C(=C1)C1=CC=NC=C1)C1=CC=C(OCC2=NC3=CC=CC=C3C(=N2)N2CC(NCC2)=O)C=C1 4-[2-[[4-[1-Methyl-4-(4-pyridyl)pyrazol-3-yl]phenoxy]methyl]quinazolin-4-yl]piperazin-2-one